C1(CC1)C1=CN=C(N1)C(=O)N 5-cyclopropyl-1H-imidazole-2-carboxamide